3-(trifluoromethyl)piperazin-2-one FC(C1C(NCCN1)=O)(F)F